ClC1=C(OC2=CC=C3C(=N2)C[C@@H]2C=C(C[C@]3([C@@H]2C=C)N(C)C)C)C=CC=C1 (5R,9R,11R)-2-(2-chlorophenoxy)-N,N,7-trimethyl-11-vinyl-9,10-dihydro-5,9-methanocycloocta[b]pyridin-5(6H)-amine